ethyl 1-{3-[(tert-butoxycarbonyl)(methyl)amino]propyl}-7-[3-(ethoxymethyl)-5-(hydroxymethyl)-1-methyl-1H-pyrazol-4-yl]-3-[3-(1-naphthyloxy)propyl]-1H-indole-2-carboxylate C(C)(C)(C)OC(=O)N(CCCN1C(=C(C2=CC=CC(=C12)C=1C(=NN(C1CO)C)COCC)CCCOC1=CC=CC2=CC=CC=C12)C(=O)OCC)C